methyl-4-oxo-4H-pyrimido[1,2-b]pyridazine-2-carboxamide CC1=C(N=C2N(N=CC=C2)C1=O)C(=O)N